O=S1CC(C1)C1=C(C(=O)N)C=CC=C1 (1-oxothietan-3-yl)benzamide